N1CCC(CC1)C(=O)NC1N(CCCC1)C(=O)[O-] piperidine-4-carboxamido-piperidine-1-carboxylate